5-({[(9H-fluoren-9-yl)methoxy]carbonyl}amino)pentanoate C1=CC=CC=2C3=CC=CC=C3C(C12)COC(=O)NCCCCC(=O)[O-]